N1(CCOCC1)C=1C2=C(N=CN1)N(C(=C2)C2=CC=C(C=C2)NS(=O)(=O)C2CN(CC2)C(=O)OC(C)(C)C)COCC[Si](C)(C)C tert-butyl 3-({4-[4-(morpholin-4-yl)-7-{[2-(trimethylsilyl)ethoxy]methyl}-7H-pyrrolo[2,3-d]pyrimidin-6-yl]phenyl} sulfamoyl)pyrrolidine-1-carboxylate